4-amino-N-methyl-N-((3R)-6-(penta-fluoro-lambda~6~-sulfanyl)-2,3-dihydro-1-benzo-furan-3-yl)-1,3-dihydrofuro[3,4-c]-[1,7]naphthyridine-8-carboxamide NC1=NC=2C=NC(=CC2C2=C1COC2)C(=O)N([C@H]2COC1=C2C=CC(=C1)S(F)(F)(F)(F)F)C